(S)-2-(1-(3-(difluoromethyl)-4-fluorophenyl)-5,5-difluoro-4-hydroxy-4,5,6,7-tetrahydro-1H-indol-3-yl)-2,2-difluoroacetonitrile FC(C=1C=C(C=CC1F)N1C=C(C=2[C@@H](C(CCC12)(F)F)O)C(C#N)(F)F)F